N(C)(C)NCC(=O)O azaisopropylglycine